1,3,5-tris(phenyl-2-benzimidazolyl)benzene C1(=CC=CC=C1)C1=CC=CC=2N=C(NC21)C2=CC(=CC(=C2)C=2NC1=C(N2)C=CC=C1C1=CC=CC=C1)C=1NC2=C(N1)C=CC=C2C2=CC=CC=C2